C(=O)O.FC1=C(C(=CC=C1)F)N1CC(C1)C1=CC(=C(CN2CC(C2)(O)C)C(=C1)C)C 1-(4-(1-(2,6-difluorophenyl)azetidin-3-yl)-2,6-dimethylbenzyl)-3-methylazetidin-3-ol formate salt